ethyl (E)-4-{[4-(3-chloro-10-[2-[2-(2-methoxyethoxy)ethoxy]ethyl]-11-oxo-10,11-dihydro-5H-dibenzo[b,e][1,4]diazepin-5-yl)butyl]amino}but-2-enoate ClC=1C=CC2=C(N(C3=C(N(C2=O)CCOCCOCCOC)C=CC=C3)CCCCNC/C=C/C(=O)OCC)C1